C1(CC1)CN1CC2(CN(C2)C=2C(=C3C(=CN2)NC(=C3C(C)C)C=3C=C(C=2N(C3)N=CN2)OC)F)C1 6-(5-(6-(cyclopropylmethyl)-2,6-diazaspiro[3.3]hept-2-yl)-4-fluoro-3-isopropyl-1H-pyrrolo[2,3-c]pyridin-2-yl)-8-methoxy-[1,2,4]triazolo[1,5-a]pyridine